(S)-Methyl 6-bromo-4-((3-fluoropyridin-2-yl)(tetrahydro-2H-pyran-4-yl)methyl)-1-((2-(trimethylsilyl)ethoxy)methyl)-1,4-dihydropyrazolo[3',4':4,5]pyrrolo[3,2-b]pyridine-3-carboxylate BrC=1C=C2C(=NC1)C1=C(N2[C@@H](C2CCOCC2)C2=NC=CC=C2F)C(=NN1COCC[Si](C)(C)C)C(=O)OC